4-(5-(3,5-dichloro-4-fluorophenyl)-5-(trifluoromethyl)-4,5-dihydroisoxazol-3-yl)-2-methyl-N-(1-methyl-5-(3,3,3-trifluoropropyl)-1H-1,2,4-triazol-3-yl)benzamide ClC=1C=C(C=C(C1F)Cl)C1(CC(=NO1)C1=CC(=C(C(=O)NC2=NN(C(=N2)CCC(F)(F)F)C)C=C1)C)C(F)(F)F